N1(CCOCC1)C(CC(C)=O)=O 1-morpholin-4-yl-butane-1,3-dione